(1-(4-(benzyloxy)phenyl)-5-methyl-1H-imidazol-4-yl)-N,N-dimethylmethylamine C(C1=CC=CC=C1)OC1=CC=C(C=C1)N1C=NC(=C1C)CN(C)C